methyl 4-[2-chloro-6-cyano-4-[1-methyl-1-[4-[(2-methylsulfanylpyrimidin-4-yl)methoxy]phenyl]ethyl]phenoxy]-2-methyl-butanoate ClC1=C(OCCC(C(=O)OC)C)C(=CC(=C1)C(C)(C1=CC=C(C=C1)OCC1=NC(=NC=C1)SC)C)C#N